CYCLOBUTYLAMINE C1(CCC1)N